COC1=NC2=CC=C(C=C2N=C1C)C(C)N1C[C@@H](N(C[C@H]1C)C=1C=2C(N(C(C1)=O)C)=CN(N2)CC#N)C (7-((2S,5R)-4-(1-(2-methoxy-3-methylquinoxalin-6-yl)ethyl)-2,5-dimethylpiperazin-1-yl)-4-methyl-5-oxo-4,5-dihydro-2H-pyrazolo[4,3-b]pyridin-2-yl)acetonitrile